C1OCC12CCCC2 2-oxaspiro[3.4]octane